C(C)(C)(C)N1C(CC2(CC1)OCCC1=C2SC(=C1)Br)C1=CC=CC=C1 tert-butyl-2-bromo-2'-phenyl-spiro[4,5-dihydrothieno[2,3-c]pyran-7,4'-piperidine]